FC(CNC=1N=CC2=C(N1)NC=C2C=2C=C(C=1N(C2)C(=CN1)C)F)(C)F N-(2,2-difluoropropyl)-5-(8-fluoro-3-methylimidazo[1,2-a]pyridin-6-yl)-7H-pyrrolo[2,3-d]pyrimidin-2-amine